O=C1NCC(NC1)=O 2,5-DIKETOPIPERAZINE